FC(C(=O)[O-])(F)F.CC=1[NH+]=CNC1 4-(methyl)imidazolium trifluoroacetate